C1(CCCC1)NC1=NC(=NC=C1C=O)SC 4-(cyclopentylamino)-2-(methylsulfanyl)pyrimidine-5-carbaldehyde